2-(2-Amino-6-(cyclopropylamino)-9H-purin-9-yl)ethanol NC1=NC(=C2N=CN(C2=N1)CCO)NC1CC1